BrC1=CC2=C(C=N1)N=CN2C2=CC=C(C=C2)OC(C)C 6-bromo-1-[4-(propan-2-yloxy)phenyl]-1H-imidazo[4,5-c]pyridine